3-amino-N-{2-[4-amino-3-(fluoromethyl)-3-methylpyrrolidin-1-yl]-5,6,7,8-tetrahydroquinolin-6-yl}-4,6-dimethylthieno[2,3-b]pyridine-2-carboxamide NC1=C(SC2=NC(=CC(=C21)C)C)C(=O)NC2CC=1C=CC(=NC1CC2)N2CC(C(C2)N)(C)CF